C1(=CC=C(C=C1)NC1=NC(=NC=C1)N)C N4-(p-tolyl)pyrimidine-2,4-diamine